NC1=NC=CC(=C1C#CC(=O)N1CCOCC1)OC1=C(C=C(C=C1)NC(=O)C=1C(N(C(N(C1)C(C)C)=O)C1=CC=C(C=C1)F)=O)F N-(4-(2-amino-3-(3-morpholino-3-oxoprop-1-ynyl)pyridin-4-yloxy)-3-fluorophenyl)-3-(4-fluorophenyl)-1-isopropyl-2,4-dioxo-1,2,3,4-tetrahydropyrimidine-5-carboxamide